CC1(OB(OC1(C)C)C1=C(OC2=CC=C(N)C=C2)C=CC=C1)C 4-(2-(4,4,5,5-tetramethyl-1,3,2-dioxaborolan-2-yl)phenoxy)aniline